3-(5-{2-[4-(p-chlorophenyl)-4-methyl-1-piperidyl]ethoxy}-7-(trifluoromethyl)-1H-1,3-benzimidazol-1-yl)-1-methylcyclobutanol ClC1=CC=C(C=C1)C1(CCN(CC1)CCOC1=CC2=C(N(C=N2)C2CC(C2)(O)C)C(=C1)C(F)(F)F)C